N-[(1S)-1-[[2-chloro-5-(1-isopropyl-6-oxo-3-pyridyl)phenyl]methyl]-2-[3-hydroxy-4-(3-methylimidazol-4-yl)anilino]-2-oxo-ethyl]-3-methyl-isoxazole-4-carboxamide ClC1=C(C=C(C=C1)C1=CN(C(C=C1)=O)C(C)C)C[C@@H](C(=O)NC1=CC(=C(C=C1)C=1N(C=NC1)C)O)NC(=O)C=1C(=NOC1)C